1-hydroxy-6-(methoxymethoxy)-1,3-dihydrobenzo[c][1,2]oxaborole-7-carbonitrile OB1OCC2=C1C(=C(C=C2)OCOC)C#N